(2S,4R)-benzyl 4-hydroxy-1-(2-(3-methylisoxazol-5-yl)acetyl)pyrrolidine-2-carboxylate O[C@@H]1C[C@H](N(C1)C(CC1=CC(=NO1)C)=O)C(=O)OCC1=CC=CC=C1